(2S,3S)-4-(2-(5-cyclopropyl-4,7-difluoro-3,3-dimethyl-2-oxoindolin-1-yl)acetamido)-2,3-dimethylbutanoic acid C1(CC1)C=1C(=C2C(C(N(C2=C(C1)F)CC(=O)NC[C@H]([C@@H](C(=O)O)C)C)=O)(C)C)F